(4Z)-4-(1,3-benzothiazol-6-ylmethylene)-2-[[(1R,2R)-2-methoxycyclohexyl]amino]-1H-imidazol-5-one S1C=NC2=C1C=C(C=C2)\C=C\2/N=C(NC2=O)N[C@H]2[C@@H](CCCC2)OC